C(#N)C=1C=C(C=C2CC(CC12)CNCCC1CN(C(O1)=O)C=1C=CC=2OCC(NC2N1)=O)OCC(=O)NC 2-[[7-cyano-2-[[2-[2-oxo-3-(3-oxo-4H-pyrido[3,2-b][1,4]oxazin-6-yl)-1,3-oxazolidin-5-yl]ethylamino]methyl]-2,3-dihydro-1H-inden-5-yl]oxy]-N-methylacetamide